CN1N=CC(=C1C1=CC=C(N=N1)OC1CCC2CN(CC21)CCC2=CC=CC=C2)C 4-[6-(2,4-dimethylpyrazol-3-yl)pyridazin-3-yl]oxy-2-(2-phenylethyl)-3,3a,4,5,6,6a-hexahydro-1H-cyclopenta[c]pyrrole